[Cl-].[V+5].[Cl-].[Cl-].[Cl-].[Cl-] vanadium chloride